C(CCC)C1N(CCC1)CC=C Butyl-allyl-pyrrolidine